water Lithium hydroxide monohydrate O.[OH-].[Li+].O